ClC1=C(C=CC(=C1)Cl)[C@@H](C)N1N=NC2=NC=C(C=C21)N2CC(C2)C2CC(C2)(C(=O)[O-])C (R)-3-(1-(1-((R)-1-(2,4-dichlorophenyl) ethyl)-1H-[1,2,3]triazolo[4,5-b]pyridin-6-yl) azetidin-3-yl)-1-methylcyclobutane-1-carboxylate